N,N-diethyl-meta-toluamide tert-butyl-((S)-6-(((2R,3R,4R,5S,6S)-6-((7H-purin-6-yl)amino)-4,5-dihydroxy-2-(hydroxymethyl)tetrahydro-2H-pyran-3-yl)amino)-5-amino-6-oxohexyl)carbamate C(C)(C)(C)N(C(O)=O)CCCC[C@@H](C(=O)N[C@H]1[C@@H](O[C@@H]([C@H]([C@@H]1O)O)NC1=C2NC=NC2=NC=N1)CO)N.C(C)N(C(=O)C=1C=C(C=CC1)C)CC